ClC1=C(C=CC2=C1C(=NC(C=1N2N=C(N1)C(=O)O)C)C1=NC=CC=C1F)Cl 7,8-dichloro-6-(3-fluoro-2-pyridinyl)-4-methyl-4H-[1,2,4]triazolo[1,5-a][1,4]benzodiazepine-2-Formic acid